C1(CC1)CC1=C(C(=NN1C=1SC=C(N1)C(=O)O)C1=CC(=C(C=C1)F)OCC=1OC(=CC1)C(F)(F)F)CC1=CC(=C(C=C1)S(N)(=O)=O)F 2-(5-(cyclopropylmethyl)-3-(4-fluoro-3-((5-(trifluoromethyl)furan-2-yl)methoxy)phenyl)-4-(3-fluoro-4-sulfamoylbenzyl)-1H-pyrazol-1-yl)thiazole-4-carboxylic acid